ClC1=CN=C(C=C1C(=O)O)C1=C(C=C(C(=C1)O[C@H](C(F)(F)F)C)C(NC1=C(C=CC=C1F)Cl)=O)F (S)-5-chloro-2-(4-((2-chloro-6-fluorophenyl)carbamoyl)-2-fluoro-5-((1,1,1-trifluoropropan-2-yl)oxy)phenyl)isonicotinic acid